7-chloro-8-fluoro-4-((2R,4r)-2-fluoro-6-azaspiro[3.5]nonan-6-yl)-2-(((2R,7aS)-2-fluorotetrahydro-1H-pyrrolizin-7a(5H)-yl)methoxy)pyrido[4,3-d]pyrimidine ClC1=C(C=2N=C(N=C(C2C=N1)N1CC2(CC(C2)F)CCC1)OC[C@]12CCCN2C[C@@H](C1)F)F